5-Carbamoyl-pyridin-3-yl 2-(3,4-dichloro-benzyl)-2,8-diazaspiro[4.5]decane-8-carboxylate ClC=1C=C(CN2CC3(CC2)CCN(CC3)C(=O)OC=3C=NC=C(C3)C(N)=O)C=CC1Cl